2-(((4-(difluoromethoxy)-2-fluorophenyl)amino)methyl)-5-(4-fluorophenyl)-6,7-dihydropyrazolo[1,5-a]pyrazin-4(5H)-one FC(OC1=CC(=C(C=C1)NCC1=NN2C(C(N(CC2)C2=CC=C(C=C2)F)=O)=C1)F)F